ClC(C(OC1[C@H](OC(C2=CC=CC=C2)=O)[C@@H](OC(C2=CC=CC=C2)=O)[C@H](OC(C2=CC=CC=C2)=O)CO1)=N)(Cl)Cl 2,3,4-tri-O-benzoyl-xylopyranosyl trichloroacetimidate